NC1=NNC2=CC=C(C=C12)C1=CC(=NC=C1)NC=1C=C(C(=O)OCC)C=CC1 Ethyl 3-((4-(3-amino-1H-indazol-5-yl)pyridin-2-yl)amino)benzoate